N-(4-((4-amino-2-butyl-1H-imidazo[4,5-c]quinolin-1-yl)methyl)benzyl)tetradecanamide NC1=NC=2C=CC=CC2C2=C1N=C(N2CC2=CC=C(CNC(CCCCCCCCCCCCC)=O)C=C2)CCCC